C(CC)NC(=O)N1C(NC2=NC=NC=C12)=O N-propyl-8-oxo-purine-7-carboxamide